ClC1=CC=C(C=C1)CNC=1C2=C(N=CN1)OC(=C2)C=2C(NC(NC2)=O)=O 5-[4-[(4-Chlorophenyl)methylamino]furo[2,3-d]pyrimidin-6-yl]-1H-pyrimidine-2,4-dione